tert-butyl (7-(2-methyl-4-nitrophenyl)-7-azaspiro[3.5]nonan-2-yl)carbamate CC1=C(C=CC(=C1)[N+](=O)[O-])N1CCC2(CC(C2)NC(OC(C)(C)C)=O)CC1